N-[2-(3-bromophenoxy)propyl]-2-(phenylamino)-Ethanimidamide BrC=1C=C(OC(CNC(CNC2=CC=CC=C2)=N)C)C=CC1